(R)-3-(2-chloro-4'-(2-oxopyridin-1(2H)-yl)-[1,1'-biphenyl]-3-yl)piperidine-2,6-dione ClC1=C(C=CC=C1[C@@H]1C(NC(CC1)=O)=O)C1=CC=C(C=C1)N1C(C=CC=C1)=O